CN1C(N=C(C=2N=CN(C12)C)N1C[C@H](N(C[C@@H]1COC)C(=O)OC(C)(C)C)C)=O tert-butyl (2R,5R)-4-(3,9-dimethyl-2-oxo-3,9-dihydro-2H-purin-6-yl)-5-(methoxymethyl)-2-methylpiperazine-1-carboxylate